O=C1NC(CCC1N1C(N(C2=C1C=CC=C2C2CC(C2)OC2CCN(CC2)C(=O)OC(C)(C)C)C)=O)=O tert-butyl 4-{3-[1-(2,6-dioxopiperidin-3-yl)-3-methyl-2-oxo-1,3-benzodiazol-4-yl]cyclobutoxy}piperidine-1-carboxylate